N-{4-[(3S,SR)-3-Amino-5-methylpiperidin-1-yl]-7-hydroxy-6,7-dihydro-5H-cyclopenta[b]pyridin-3-yl}-6-(2,6-difluorophenyl)-5-fluoropyridine-2-carboxamide N[C@@H]1CN(C[C@H](C1)C)C1=C2C(=NC=C1NC(=O)C1=NC(=C(C=C1)F)C1=C(C=CC=C1F)F)C(CC2)O |&1:5|